BrCC(=O)NC1(CCCC1)CO 2-bromo-N-(1-(hydroxymethyl)cyclopentyl)acetamide